FC1=C(C(=O)O)C=C(C(=C1)F)NC(C)C 2,4-difluoro-5-(isopropylamino)benzoic acid